NC=1C=CC(=NC1)N1N=C(C(=C1)C1=CN=C(N1C)C(=O)NC1=CC(=C(C=C1)C(=O)N1CCNCC1)Cl)C(F)(F)F 5-[1-(5-amino-2-pyridyl)-3-(trifluoromethyl)pyrazol-4-yl]-N-[3-chloro-4-(piperazine-1-carbonyl)phenyl]1-methyl-imidazole-2-carboxamide